3,6-diamino-2,5-dicyanopyrazine NC=1C(=NC(=C(N1)C#N)N)C#N